[OH-].[OH-].C(CCCCC[N+]1=C(C(=CC(=C1)C)C)C)[N+]1=C(C(=CC(=C1)C)C)C 1,1'-(hexane-1,6-diyl)bis(2,3,5-trimethylpyridin-1-ium) dihydroxide